FC1=C(C=C(C=C1)F)C1=NC=NC(=C1NC(OC(C)(C)C)=O)C1CC(C(CC1)=O)C tert-butyl (4-(2,5-difluorophenyl)-6-(3-methyl-4-oxocyclohexyl)pyrimidin-5-yl)carbamate